2-(4-bromobenzyl-methylene)malononitrile BrC1=CC=C(CC=C(C#N)C#N)C=C1